4-Methylimidazoleacetic acid CC=1N=C(NC1)CC(=O)O